5-bromo-6-(difluoromethyl)pyridin-2-amine BrC=1C=CC(=NC1C(F)F)N